(2S)-2-benzyl-3-(cis-hexahydroisoindoline-2-carbonyl)-propionic acid Calcium dihydrate O.O.[Ca].C(C1=CC=CC=C1)[C@H](C(=O)O)CC(=O)N1C[C@H]2CCCC[C@H]2C1